9-[3-(dibenzothiophen-4-yl)biphenyl-3-yl]naphtho[1',2':4,5]furo[2,3-b]pyrazine C1=CC=C(C=2SC3=C(C21)C=CC=C3)C3(CC(=CC=C3)C3=CC=CC=C3)C3=CN=C2C(=N3)OC3=C2C=2C=CC=CC2C=C3